BrC1=CC2=C(OC(CN2C(C)=O)C)C=C1 1-(6-bromo-2-methyl-2,3-dihydro-4H-benzo[b][1,4]oxazin-4-yl)ethan-1-one